tert-Butyl 2-(diphenylmethyleneamino)-5-fluoro-4-(fluoromethyl)pentanoate C1(=CC=CC=C1)C(C1=CC=CC=C1)=NC(C(=O)OC(C)(C)C)CC(CF)CF